{4-hydroxy-4-[2'-(pyrrolidine-1-sulfonyl)-biphenyl-4-yl]-tetrahydro-furan-3-yl}propane-2-sulfonamide OC1(C(COC1)CC(C)S(=O)(=O)N)C1=CC=C(C=C1)C1=C(C=CC=C1)S(=O)(=O)N1CCCC1